1-(tert-butyl)-N-(4-(4-methyl-thiazol-2-yl)phenethyl)-4-(3-(trifluoromethyl)phenoxy)-1H-pyrazole-5-carboxamide C(C)(C)(C)N1N=CC(=C1C(=O)NCCC1=CC=C(C=C1)C=1SC=C(N1)C)OC1=CC(=CC=C1)C(F)(F)F